(R)-4-(8-(4-bromo-3-(trifluoromethyl)benzoyl)-3-isobutyl-2,7-dimethyl-5-oxo-6,7,8,9-tetrahydropyrazolo[1,5-a]pyrido[4,3-e]pyrimidin-4(5H)-yl)-N-methylbenzamide BrC1=C(C=C(C(=O)N2CC3=C(C(N(C=4N3N=C(C4CC(C)C)C)C4=CC=C(C(=O)NC)C=C4)=O)C[C@H]2C)C=C1)C(F)(F)F